(S)-1-phenylethane C1(=CC=CC=C1)CC